C(C)N1N=C(C(=C1C1=NN(C(=N1)C1=NC(=CC2=C1C=NN2)C(=O)N)C)O)C 4-[3-(1-ethyl-4-hydroxy-3-methyl-1H-pyrazol-5-yl)-1-methyl-1H-1,2,4-triazol-5-yl]-1H-pyrazolo[4,3-c]pyridine-6-carboxamide